FC1(CC(CC1)CCC1=NC2=C(N1C(=O)N)C=CC=C2N2CC(C2)N2CCN(CC2)C)F (2-(3,3-Difluorocyclopentyl)ethyl)-4-(3-(4-methylpiperazin-1-yl)azetidin-1-yl)-1H-benzo[d]imidazole-1-carboxamide